[Ta].BrCC(C(C)C1=C(C(=CC=C1)C)C)=O 1-bromo-3-(2,3-dimethylphenyl)butan-2-one Tantalum